C(CCCCC)(O)O (R)-hexanediol